FC=1C=C(CNC=2C=C3C(=NNC3=CC2)C=CC2=NC=CC=C2)C=CC1 N-(3-fluorobenzyl)-3-(2-(pyridin-2-yl)vinyl)-1H-indazol-5-amine